[C].[Mo](=O)(=O)(=O)(=O)=O.[W].[V] vanadium tungsten molybdenum pentoxide carbon